tert-butyl 2-(4-amino-6-fluoro-7-methyl-9H-pyrimido[4,5-b]indol-9-yl)acetate NC1=NC=NC=2N(C3=CC(=C(C=C3C21)F)C)CC(=O)OC(C)(C)C